4-(((1r,4r)-4-aminocyclohexyl)oxy)-2-(trifluoromethoxy)benzonitrile NC1CCC(CC1)OC1=CC(=C(C#N)C=C1)OC(F)(F)F